C(C)(C)(C)OC(=O)N1[C@@H]([C@H]2[C@H]3[C@@H]4C([C@@H]4[C@@H]([C@H]2C1)C3)(F)F)C(=O)O (1S,2S,3S,6R,7R,8R,10S)-4-(tert-butoxycarbonyl)-9,9-difluoro-4-azatetracyclo[5.3.1.0^{2,6}.0^{8,10}]undecane-3-carboxylic acid